2-methoxybenzamide COC1=C(C(=O)N)C=CC=C1